FC=1C=NN(C1)C1=CC=C(C=N1)CN (6-(4-fluoro-1H-pyrazol-1-yl)pyridin-3-yl)methylamine